6-methyl-5-(1-morpholinoethyl)-2-(thiazol-4-yl)indolizine-7-carboxylic acid isopropyl ester C(C)(C)OC(=O)C=1C(=C(N2C=C(C=C2C1)C=1N=CSC1)C(C)N1CCOCC1)C